FC1=CC=C(C=C1)C1=NN(C=C1C=1C2=C(N=CN1)OC(=C2)C2=NC=C(C=C2)F)CC(C)(O)C {3-(4-fluorophenyl)-4-[6-(5-fluoropyridin-2-yl)furo[2,3-d]pyrimidin-4-yl]-1H-pyrazol-1-yl}-2-methylpropan-2-ol